P(=O)(OC[C@@H](C)NC(=O)C=1C=NC2=C(C=CC=C2C1)C1=CCC(CC1)C(F)(F)F)(O)O (2R)-2-(8-(4-(trifluoromethyl)cyclohex-1-en-1-yl)quinoline-3-carboxamido)propyl dihydrogen phosphate